[Si](C1=CC=CC=C1)(C1=CC=CC=C1)(C(C)(C)C)OC[C@@H]1COC2=C(C=3N1N=NN3)C=CC=C2NC(C2=NC=CC(=C2)N2C=NC(=C2)C2CC2)=O (S)-N-(5-(((tert-butyldiphenylsilyl)oxy)methyl)-5,6-dihydrobenzo[f]tetrazolo[1,5-d][1,4]oxazepin-8-yl)-4-(4-cyclopropyl-1H-imidazol-1-yl)picolinamide